CN(C=1N=C(C(=NC1CC)C(=O)N)NC1=CC(=CC(=C1)F)O[C@H](CNC([C@H](C)N(C(\C=C\CN(C)C)=O)C)=O)C)C 5-(dimethylamino)-3-((3-(((S)-1-((S)-2-((E)-4-(dimethylamino)-N-methylbut-2-enamido)propanamido)propan-2-yl)oxy)-5-fluorophenyl)amino)-6-ethylpyrazine-2-carboxamide